C(C(C)C)N1CCC(CC1)C#CC1=CC=C2C(=N1)NC=C2C2=CC=NC=C2 6-((1-isobutylpiperidin-4-yl)ethynyl)-3-(pyridin-4-yl)-1H-pyrrolo[2,3-b]pyridine